(2S)-2-amino-N-[(1S)-1-{[4-(hydroxymethyl)-2,5-dimethylphenyl]carbamoyl}ethyl]-3-methylbutanamide N[C@H](C(=O)N[C@@H](C)C(NC1=C(C=C(C(=C1)C)CO)C)=O)C(C)C